The molecule is an androstanoid that is 5alpha-dihydrotestosterone carrying an additional hydroxy susbstituent at position 19. It has a role as a human urinary metabolite. It is a 19-hydroxy steroid, a 3-oxo-5alpha-steroid, an androstanoid and a 17beta-hydroxy steroid. It derives from a 17beta-hydroxy-5alpha-androstan-3-one. It derives from a hydride of a 5alpha-androstane. C[C@]12CC[C@H]3[C@H]([C@@H]1CC[C@@H]2O)CC[C@@H]4[C@@]3(CCC(=O)C4)CO